CN1C=NC2=C1CN(C2)C(=O)OC(C)(C)C tert-butyl 3-methyl-4,6-dihydropyrrolo[3,4-d]imidazole-5-carboxylate